(S)-4-(4-acryloyl-2-methylpiperazin-1-yl)-6-fluoro-1-(2-isopropyl-6-(methylsulfonyl)phenyl)-7-(1-methyl-6-oxo-1,6-dihydropyridin-2-yl)pyridino[2,3-d]pyrimidin-2(1H)-one C(C=C)(=O)N1C[C@@H](N(CC1)C=1C2=C(N(C(N1)=O)C1=C(C=CC=C1S(=O)(=O)C)C(C)C)N=C(C(=C2)F)C=2N(C(C=CC2)=O)C)C